tert-butyl-2-{4-[(1S)-1-[(1R)-1-(4-chlorophenyl)-2-[(4-chlorophenyl)methyl]-7-fluoro-1-methoxy-3-oxo-2,3-dihydro-1H-isoindol-5-yl]-1-hydroxypropyl]piperidin-1-yl}acetate C(C)(C)(C)OC(CN1CCC(CC1)[C@](CC)(O)C=1C=C2C(N([C@@](C2=C(C1)F)(OC)C1=CC=C(C=C1)Cl)CC1=CC=C(C=C1)Cl)=O)=O